N(C(=N)N)C(C(=O)O)CCC(=O)O α-Guanidinoglutaric Acid